2-(4'-Ethyl-[1,1'-biphenyl]-2-yl)pyridine C(C)C1=CC=C(C=C1)C1=C(C=CC=C1)C1=NC=CC=C1